[Na].[Na].C(C(C)O)O propylene glycol disodium salt